C1CC12CN(C2)C2=CC=C(C(=N2)Cl)CN2N=CC(=C2)C(=O)OCC ethyl 1-[(6-{5-azaspiro[2.3]hexan-5-yl}-2-chloropyridin-3-yl)methyl]-1H-pyrazole-4-carboxylate